ClC=1C=2C=NN(C2C=2CN(CC2N1)C1COC1)C1=C(C=C(C=C1)F)F 7-chloro-3-(2,4-difluorophenyl)-11-(oxetan-3-yl)-3,4,8,11-tetrazatricyclo[7.3.0.02,6]dodeca-1(9),2(6),4,7-tetraene